(2r,3s,4s,5r)-3-(3,4-difluoro-2-methoxyphenyl)-4,5-dimethyl-N-(3-oxo-2,3-dihydro-[1,2,4]triazolo[4,3-a]pyridin-6-yl)-5-(trifluoromethyl)tetrahydrofuran-2-carboxamide FC=1C(=C(C=CC1F)[C@H]1[C@@H](O[C@]([C@H]1C)(C(F)(F)F)C)C(=O)NC=1C=CC=2N(C1)C(NN2)=O)OC